6-Bromo-8-fluoro-2,3-dimethyl-3,4-dihydro-5-oxa-1,2a-diazaacenaphthylene BrC1=C2OCC(N3C(=NC(C(=C1)F)=C32)C)C